6-Oxo-3,6-dihydropyridine O=C1C=CCC=N1